2-(4-trifluoromethylphenyl-imino)-4-(2,4-dibromophenyl)thiazole ethyl-3,4-methylenedioxycinnamate C(C)OC(C=CC1=CC2=C(C=C1)OCO2)=O.FC(C2=CC=C(C=C2)N=C2SC=C(N2)C2=C(C=C(C=C2)Br)Br)(F)F